2-amino-3-[(thiophen-2-yl)carbonyl]indolizine-1-carboxamide NC=1C(=C2C=CC=CN2C1C(=O)C=1SC=CC1)C(=O)N